(S)-2-amino-5,5-difluoro-4,4-dimethylvaleramide N[C@H](C(=O)N)CC(C(F)F)(C)C